SC(C(C)S)O 1,2-dimercaptopropanol